[SH-].[Mo+4].[SH-].[SH-].[SH-] molybdenum sulfanide